ClC=1C(=NC(=NC1)NC=1C=CC2=C(OC[C@H]3N2CCOC3)C1)NC1=C(C=CC=C1)S(=O)(=O)C (S)-5-chloro-N4-(2-(methylsulfonyl)phenyl)-N2-(1,2,4a,5-tetrahydro-4H-benzo[b][1,4]oxazino[4,3-d][1,4]oxazin-8-yl)pyrimidine-2,4-diamine